C(C)(C)(C)OC(=O)N1C[C@]2(CC[C@H]2C1)C(=O)O trans-(1R,5R)-3-(tert-butoxycarbonyl)-3-azabicyclo[3.2.0]heptane-1-carboxylic acid